1-dodec-11-ynylpyrazole-3-carboxylic acid C(CCCCCCCCCC#C)N1N=C(C=C1)C(=O)O